ClC1=C2N=C(C=NC2=CC=C1OC=1C=CC2=C(N(C(=N2)C)COCC[Si](C)(C)C)C1)C=1C=NN(C1)CC12COC(C1)C2 2-[[6-[5-chloro-3-[1-(2-oxabicyclo[2.1.1]hexan-4-ylmethyl)pyrazol-4-yl]quinoxalin-6-yl]oxy-2-methyl-benzimidazol-1-yl]methoxy]ethyl-trimethyl-silane